C(C(=C)C)(=O)ON(CCC)C ethyl-(dimethylamino) methacrylate